CN1C(=C(C(C=C1C)=O)O)C(NC(=S)C)C=1OC2=C(N1)C=C(C=C2)Cl 1,6-dimethyl-2-((5-chloro-2-benzoxazolyl)-thioacetaminomethyl)-3-hydroxy-4-pyridone